NC1=NC=CC=C1C1=NC=2C(=NC(=CC2)C2=CC=CC=C2)N1C1=CC=C(C=C1)CN1CC(CC1)CC(=O)OC methyl 2-[1-[[4-[2-(2-amino-3-pyridyl)-5-phenyl-imidazo[4,5-b]pyridin-3-yl]phenyl]methyl]pyrrolidin-3-yl]acetate